COC(=O)C1C(CCCC1=C)(C)C 2,2-dimethyl-6-methylidene-1-cyclohexanecarboxylic acid methyl ester